8-(3-(4-(6-fluorobenzo[d]isoxazol-3-yl)piperidin-1-yl)propoxy)-5,6-dihydro-1H-pyrrolo[3,2,1-ij]quinolin-4(2H)-one hydrochloride Cl.FC1=CC2=C(C(=NO2)C2CCN(CC2)CCCOC=2C=C3CCC(N4C3=C(C2)CC4)=O)C=C1